ClC1=C(C=C(C=C1)NC(=O)N1C2CC(CC1(C2)CC#N)C)N2N=CC=N2 cis-N-(4-chloro-3-(2H-1,2,3-triazol-2-yl)phenyl)-1-(cyanomethyl)-3-methyl-6-azabicyclo[3.1.1]heptane-6-carboxamide